FC1=CC(=C(C=C1C1=CCCN(C1)C1=NC=NC(=C1)OC)NC(=O)C1=CNC(C=C1C(F)(F)F)=O)N1C[C@H](N([C@H](C1)C)C)C |r| N-[4-fluoro-5-[1-(6-methoxypyrimidin-4-yl)-3,6-dihydro-2H-pyridin-5-yl]-2-[rac-(3R,5S)-3,4,5-trimethylpiperazin-1-yl]phenyl]-6-oxo-4-(trifluoromethyl)-1H-pyridine-3-carboxamide